2-{4-[5-chloro-2-(4-chloro-1H-1,2,3-triazol-1-yl)phenyl]-5-methoxy-2-oxopyridin-1(2H)-yl}-N-[2-(2,2-difluoroethyl)-2H-indazol-5-yl]butanamide ClC=1C=CC(=C(C1)C1=CC(N(C=C1OC)C(C(=O)NC1=CC2=CN(N=C2C=C1)CC(F)F)CC)=O)N1N=NC(=C1)Cl